2-(6-cyclopropoxy-1,5-naphthyridin-4-yl)-3-[(3-fluoro-2-methoxyphenyl)amino]-1h,5h,6h,7h-pyrrolo[3,2-c]pyridin-4-one C1(CC1)OC=1N=C2C(=CC=NC2=CC1)C1=C(C=2C(NCCC2N1)=O)NC1=C(C(=CC=C1)F)OC